O=C1NC(CCC1N1C(N(C2=C1C=CC=C2CCCCCCCN2N=CC(=C2)CC(=O)O)C)=O)=O 2-(1-(7-(1-(2,6-dioxopiperidin-3-yl)-3-methyl-2-oxo-2,3-dihydro-1H-benzo[d]imidazol-4-yl)heptyl)-1H-pyrazol-4-yl)acetic acid